[Mn].[Li] lithium manganese salt